phenanthrene-3-ylpiperazine-1-carboxylate C1=CC(=CC=2C3=CC=CC=C3C=CC12)OC(=O)N1CCNCC1